8-(4-(tert-butyl)phenyl)-6-imino-3,4-dihydro-2H,6H-pyrimido[2,1-b][1,3]thiazine-7-carbonitrile C(C)(C)(C)C1=CC=C(C=C1)C=1N=C2SCCCN2C(C1C#N)=N